FC1=CC2=C(NC(=N2)N2C[C@H](C(CC2)(F)F)NC(OC(C)(C)C)=O)C=C1F (R)-tert-butyl (1-(5,6-difluoro-1H-benzimidazol-2-yl)-4,4-difluoropiperidin-3-yl)carbamate